FC1=CC2=C(OC(CN2)CC(=O)NC=2C=NN(C2)CC(=O)N(CCOC2=CC=C(C=C2)C)C)C=C1 2-(4-(2-(6-fluoro-3,4-dihydro-2H-benzo[b][1,4]oxazin-2-yl)acetamido)-1H-pyrazol-1-yl)-N-methyl-N-(2-(p-tolyloxy)ethyl)acetamide